C(C1=CC(C(=O)OCCCCCCCCCCCCCCCCCC)=CC=C1)(=O)OCCCCCCCCCCCCCCCCCC di-n-octadecyl isophthalate